3-methyl-4-hydroxybenzyl alcohol CC=1C=C(CO)C=CC1O